tert-butyl 4-(1H-pyrrolo[3,2-b]pyridin-5-yl)piperazine-1-carboxylate N1C=CC2=NC(=CC=C21)N2CCN(CC2)C(=O)OC(C)(C)C